trimethylsilylium methyltri(pentafluorophenyl)borate Tert-butyl-(S)-2-((1S,4S)-5-(2,4-difluorobenzyl)-2,5-diazabicyclo[2.2.1]heptan-2-carbonyl)pyrrolidin-1-carboxylate C(C)(C)(C)OC(=O)N1[C@@H](CCC1)C(=O)N1[C@@H]2CN([C@H](C1)C2)CC2=C(C=C(C=C2)F)F.C[B-](C2=C(C(=C(C(=C2F)F)F)F)F)(C2=C(C(=C(C(=C2F)F)F)F)F)C2=C(C(=C(C(=C2F)F)F)F)F.C[Si+](C)C